bromopentanamine hydrobromide Br.BrC(CCCC)N